2-((2S)-1-Acryloyl-4-(7-(indolin-1-yl)-2-(piperidin-4-ylamino)-5,6,7,8-tetrahydroquinazolin-4-yl)piperazin-2-yl)acetonitrile C(C=C)(=O)N1[C@H](CN(CC1)C1=NC(=NC=2CC(CCC12)N1CCC2=CC=CC=C12)NC1CCNCC1)CC#N